C(C1=CC=CC=C1)O[C@]1(C2=NN=C(C=3C(=CC(=C(O[C@@H](C(CC=CC1)OCC1=CC=CC=C1)C)N3)C(F)(F)F)NC(OC(C)(C)C)=O)O2)C(F)(F)F tert-butyl N-[(6R,12R)-6,11-dibenzyloxy-12-methyl-6,15-bis(trifluoromethyl)-13,19-dioxa-3,4,18-triazatricyclo[12.3.1.12,5]nonadeca-1(18),2,4,8,14,16-hexaen-17-yl]carbamate